di-tert-butyl (4-hydroxy-1,2-phenylene)dicarbamate OC1=CC(=C(C=C1)NC(OC(C)(C)C)=O)NC(OC(C)(C)C)=O